N-(4-(bicyclo[3.1.1]heptan-3-yloxy)-3-fluorophenyl)-2-(3-ethyl-3-methoxyazetidin-1-yl)-5-(2,2,2-trifluoroethyl)oxazole-4-carboxamide C12CC(CC(C1)C2)OC2=C(C=C(C=C2)NC(=O)C=2N=C(OC2CC(F)(F)F)N2CC(C2)(OC)CC)F